2-ethoxy-5-(4-nitro-2-(2-trityl-2H-tetrazol-5-yl)phenyl)pyridine C(C)OC1=NC=C(C=C1)C1=C(C=C(C=C1)[N+](=O)[O-])C=1N=NN(N1)C(C1=CC=CC=C1)(C1=CC=CC=C1)C1=CC=CC=C1